7-(5-((3-fluoroazetidin-1-yl)sulfonyl)-2-methylphenyl)imidazo[2,1-f][1,2,4]triazin-4-amine FC1CN(C1)S(=O)(=O)C=1C=CC(=C(C1)C1=CN=C2C(=NC=NN21)N)C